FC(C=1C=CC(=NC1)C1(COC1)OC(C(=C)CC1=NN=NN1)=O)(F)F.ClC1=C(C(=O)NCCNC2=NC(=NC(=C2)NC2=CC=C(C=C2)N2CCOCC2)SC)C=CC(=C1)Cl 2,4-dichloro-N-(2-(2-(methylthio)-6-(4-morpholinophenylamino)pyrimidin-4-ylamino)ethyl)benzamide 3-(5-(trifluoromethyl)pyridin-2-yl)oxetan-3-yl-2-((1H-tetrazol-5-yl)methyl)acrylate